(N-methyl-N-(3-(2-(tetrahydropyrrole-1-yl)-acetylamino)-4-methoxyphenyl)-amino)coumarin CN(C1=CC(=C(C=C1)OC)NC(CN1CCCC1)=O)C=1C(OC2=CC=CC=C2C1)=O